6-Iodo-1-methyl-1,2-dihydro-3H-benzo[e]indole-3-carboximidamide 2,2,2-trifluoroacetic acid salt tert-Butyl-6-iodo-1-methyl-1,2-dihydro-3H-benzo[e]indole-3-carboxylate C(C)(C)(C)OC(=O)N1CC(C=2C3=C(C=CC12)C(=CC=C3)I)C.FC(C(=O)O)(F)F.IC3=CC=CC=1C=2C(CN(C2C=CC13)C(N)=N)C